C(C)(C)N1CCN(CC1)C1=CC=C(C=C1)C=1C=C(C2=C(N(C(=N2)N2CCOCC2)C)C1)C1CCN(CC1)C(=O)OC(C)(C)C tert-butyl 4-(6-(4-(4-isopropylpiperazin-1-yl)phenyl)-1-methyl-2-morpholino-1H-benzo[d]imidazol-4-yl)piperidine-1-carboxylate